tert-butyl 7-oxa-3-azabicyclo[4.1.0]heptane-3-carboxylate C12CN(CCC2O1)C(=O)OC(C)(C)C